5-bromo-2-chloro-4-fluoro-7,7-dimethyl-6,7-dihydro-5H-cyclopenta[b]pyridine BrC1CC(C2=NC(=CC(=C21)F)Cl)(C)C